bromo-N,N-dimethylbenzamide BrC1=C(C(=O)N(C)C)C=CC=C1